NC1=CC(=NC(=C1)NC1=CC(=CC=C1)F)C(=O)NC1CC2=CC=C(C=C2C1)C 4-Amino-6-((3-fluorophenyl)amino)-N-(5-methyl-2,3-dihydro-1H-inden-2-yl)picolinamide